5-bromo-6-(2-tetrahydropyran-3-ylethynyl)-1H-indazole BrC=1C=C2C=NNC2=CC1C#CC1COCCC1